8-Benzyl-6-(4-hydroxyphenyl)-2-[(4-hydroxyphenyl)methyl]-7H-imidazo[1,2-a]pyrazin-3-one C(C1=CC=CC=C1)C1=C2N(C=C(N1)C1=CC=C(C=C1)O)C(C(=N2)CC2=CC=C(C=C2)O)=O